(+/-)-2-(dodecylthio)octan-4-one C(CCCCCCCCCCC)S[C@H](C)CC(CCCC)=O |r|